C(CC)N(CCC)CC(=O)OCCCCCC 1-hexanol N,N-dipropylaminoacetate